C1NCCCC12CCN(CC2)C(=O)C(=O)[C@H](CC(C)C)N2C([C@@H](NCC2)CC(C)C)=O (S)-1-[(S)-1-{(2,9-Diazaspiro[5.5]undecan-9-oyl)carbonyl}-3-methylbutyl]-3-isobutyl-2-piperazinone